1-(5-fluoro-1H-indol-3-yl)-3-(3-fluoro-4-(1-(2-((trifluoromethyl)thio)ethyl)-1,2,3,6-tetrahydropyridin-4-yl)phenyl)urea FC=1C=C2C(=CNC2=CC1)NC(=O)NC1=CC(=C(C=C1)C=1CCN(CC1)CCSC(F)(F)F)F